ClC1=CC=C(C2=CC=CC=C12)CCNC1=CC=NC=N1 6-[2-(4-Chloro-naphthalen-1-yl)-ethylamino]-pyrimidin